3-bromo-2-fluoro-N,N-bis(4-methoxybenzyl)-5-methylaniline BrC=1C(=C(N(CC2=CC=C(C=C2)OC)CC2=CC=C(C=C2)OC)C=C(C1)C)F